B([O-])([O-])[O-].[Rb+].[Pb+2].[Y+3].B([O-])([O-])[O-] yttrium lead rubidium borate